pyroglutamyl-L-phenylalanyl-L-leucine-p-nitroanilide [N+](=O)([O-])C1=CC=C(NC([C@@H](NC([C@@H](NC([C@H]2NC(CC2)=O)=O)CC2=CC=CC=C2)=O)CC(C)C)=O)C=C1